2-(2-(2-chloroethoxy)ethoxy)-N-(8-(methylamino)-5-((1-((2-(trimethylsilyl)ethoxy)methyl)-1H-benzo[d][1,2,3]triazol-5-yl)ethynyl)-2,7-naphthyridin-3-yl)acetamide ClCCOCCOCC(=O)NC=1N=CC2=C(N=CC(=C2C1)C#CC1=CC2=C(N(N=N2)COCC[Si](C)(C)C)C=C1)NC